NC=1C(=NC=C(C1)Br)N1CC(C1)N(C(OC(C)(C)C)=O)C tert-Butyl (1-(3-amino-5-Bromopyridin-2-yl)azetidin-3-yl)(methyl)carbamate